C(C1=CC=CC=C1)C1(CCCCC1)CNC1=NC=C2N(C1=O)[C@@H](CC2)C(=O)NCC2=CC1=C(CN(C1)C(=O)OC(C)(C)C)S2 tert-butyl (S)-2-((3-(((1-benzylcyclohexyl)methyl)amino)-4-oxo-4,6,7,8-tetrahydropyrrolo[1,2-a]pyrazine-6-carboxamido)methyl)-4,6-dihydro-5H-thieno[2,3-c]pyrrole-5-carboxylate